C1(CCCCCCC=CCCCCCCC1)=O cyclohexadec-8-en-1-on